(Z)-5-((1H-pyrrolo[3,2-b]pyridin-3-yl)methyl)-3-isopropyl-2-thioxothiazolidin-4-one N1C=C(C2=NC=CC=C21)CC2C(N(C(S2)=S)C(C)C)=O